N'-(2-cyclopropyl-4-(difluoromethoxy)-6-isopropylphenylcarbamoyl)-4-((dimethylamino)methyl)benzene-sulfonimidamide C1(CC1)C1=C(C(=CC(=C1)OC(F)F)C(C)C)NC(=O)N=S(=O)(N)C1=CC=C(C=C1)CN(C)C